1-(4-benzyl-3,4-dihydroquinoxaline-1(2H)-yl)-3-(piperidin-1-yl)propan-1-one C(C1=CC=CC=C1)N1CCN(C2=CC=CC=C12)C(CCN1CCCCC1)=O